ethyl 7-(2,2-dimethoxyethoxymethyl)imidazo[1,2-a]pyridine-3-carboxylate COC(COCC1=CC=2N(C=C1)C(=CN2)C(=O)OCC)OC